N12CCC(CC1)(CC2)C(=O)O quinuclidine-4-carboxylic acid